COC1=C(C(=O)N)C=CC(=C1)B1OC(C(O1)(C)C)(C)C 2-methoxy-4-(tetramethyl-1,3,2-dioxaborolan-2-yl)benzamide